2-((2-(((tert-Butoxycarbonyl)(2-(6-methoxy-3-nitropyridin-2-yl)ethyl)amino)-methyl)-4-fluorophenyl)amino)-5-fluoro-4-(trifluoromethyl)benzoic acid C(C)(C)(C)OC(=O)N(CCC1=NC(=CC=C1[N+](=O)[O-])OC)CC1=C(C=CC(=C1)F)NC1=C(C(=O)O)C=C(C(=C1)C(F)(F)F)F